[C@H](C)(CC)[C@H]1C(NC2=C([C@H]3N1C(OC3)=O)C=CC=C2)=O (5S,11bR)-5-((S)-sec-butyl)-7,11b-dihydro-1H,3H-benzo[f]oxazolo[3,4-d][1,4]diazepine-3,6(5H)-dione